BrC=1C=C2C(=NC(=NC2=C(C1Cl)F)OC1CCOCC1)N1[C@@H]2CN([C@H](C1)C2)C(=O)OC(C)(C)C tert-butyl (1S,4S)-5-{6-bromo-7-chloro-8-fluoro-2-[(oxan-4-yl)oxy]quinazolin-4-yl}-2,5-diazabicyclo[2.2.1]heptane-2-carboxylate